COC=1C=C(C=CC1OC)[C@H](C1OC1)OCC#C 2-((R)-(3,4-dimethoxyphenyl)(prop-2-yn-1-yloxy)methyl)oxirane